FC1=C2C(N(C=NC2=CC(=C1)B1OC(C(O1)(C)C)(C)C)C1CCN(CC1)C(=O)OC(C)(C)C)=O tert-butyl 4-[5-fluoro-4-oxo-7-(4,4,5,5-tetramethyl-1,3,2-dioxaborolan-2-yl) quinazolin-3-yl]piperidine-1-carboxylate